(5S)-6-{4-[(3R)-3-hydroxy-3-methylpyrrolidin-1-yl]-3-(trifluoromethyl)phenyl}-5-methyl-4,5-dihydro-1,2,4-triazin-3(2H)-one O[C@]1(CN(CC1)C1=C(C=C(C=C1)C=1[C@@H](NC(NN1)=O)C)C(F)(F)F)C